ethoxy-1,2,3,4-tetrahydroquinoline C(C)ON1CCCC2=CC=CC=C12